ClC=1C=C(C=C(C1)Cl)S(=O)(=O)NC(COC1=CC2=CC(=CC=C2C=C1)OC)=O N-((3,5-Dichlorophenyl)sulfonyl)-2-((7-methoxynaphthalen-2-yl)oxy)acetamide